N-(4-{[(2,4-diamino-6-quinazolinyl)methyl]amino}benzoyl)-L-aspartic acid NC1=NC2=CC=C(C=C2C(=N1)N)CNC1=CC=C(C(=O)N[C@@H](CC(=O)O)C(=O)O)C=C1